5-ethyl-4-methyl-N-(4-(morpholin-2-yl)thiophen-2-yl)-1H-pyrazole-3-carboxamide C(C)C1=C(C(=NN1)C(=O)NC=1SC=C(C1)C1CNCCO1)C